FC1=C(C2=C(C(=C(C(=C2C(=C1F)F)F)F)F)F)[B-](C1=C(C(=C(C2=C(C(=C(C(=C12)F)F)F)F)F)F)F)(C1=C(C(=C(C2=C(C(=C(C(=C12)F)F)F)F)F)F)F)C1=C(C(=C(C2=C(C(=C(C(=C12)F)F)F)F)F)F)F.C[NH3+] methyl-ammonium tetrakis(perfluoronaphthyl)borate